N-(beta-aminoethyl)-gamma-aminopropyl-trimethoxysilane zirconium [Zr].NCCNCCC[Si](OC)(OC)OC